C(C)OC=1C=C(OC2=CC=NC3=CC(=C(C=C23)OC)OC)C=CC1 4-(3-Ethoxy-phenoxy)-6,7-dimethoxy-quinoline